2-cyclopentyl-acrylonitrile C1(CCCC1)C(C#N)=C